ethoxypropane-1,2-diyl bis(4-methylbenzene-1-sulfonate) CC1=CC=C(C=C1)S(=O)(=O)OCC(COCC)OS(=O)(=O)C1=CC=C(C=C1)C